C(C)OP(OCC)(=O)C1=C(C=CC(=C1)[N+](=O)[O-])N diethyl-(2-amino-5-nitrophenyl)-phosphonate